S(=O)(=O)(O)O.NC1=C(C=CC=C1)OC AMINOANISOLE SULFATE